OCCCCCC(=O)O 6-Hydroxy-caproic acid